(R)-5-((5-bromo-2-nitrophenyl)amino)4-methylpentyl methanesulfonate CS(=O)(=O)OCCC[C@H](CNC1=C(C=CC(=C1)Br)[N+](=O)[O-])C